3-[(5R)-5-isopropenyl-1-cyclohexen-1-yl]-2-methyl-1-propanol C(=C)(C)[C@@H]1CCC=C(C1)CC(CO)C